ClC1=NC=C(C(=C1)C1=C(C=NC(=C1)C)C(=O)NC=1SC2=C(N1)CN(C2)C(=O)C=2C=1N(C=CN2)N=CC1)OC 2'-chloro-5'-methoxy-6-methyl-N-(5-(pyrazolo[1,5-a]pyrazine-4-carbonyl)-5,6-dihydro-4H-pyrrolo[3,4-d]thiazol-2-yl)-[4,4'-bipyridine]-3-carboxamide